FC=1C(=NC(=NC1)NC1=CC=C(C=C1)NC(=O)NC1=CC=CC2=CC=CC=C12)C=1C=NN(C1)C 1-(4-{[5-fluoro-4-(1-methylpyrazol-4-yl)pyrimidin-2-yl]amino}phenyl)-3-(naphthalen-1-yl)urea